2-(6-{5-chloro-2-[(oxan-4-yl)amino]pyrimidin-4-yl}-1-oxo-2,3-dihydro-1H-isoindol-2-yl)-N-(2,2-dimethyloxan-4-yl)acetamide ClC=1C(=NC(=NC1)NC1CCOCC1)C1=CC=C2CN(C(C2=C1)=O)CC(=O)NC1CC(OCC1)(C)C